ClC1=CC=C(C=C1)C(=O)C1=C(C=CC=C1)I (4-chlorophenyl)(2-iodophenyl)methanone